Cl.N1CCC2(CC1)CC1=C(C=NC=C1)[C@H]2N (S)-5,7-dihydrospiro[cyclopenta[c]pyridine-6,4'-piperidine]-7-amine hydrochloride